Naphthyldipentyloxysilane C1(=CC=CC2=CC=CC=C12)[SiH](OCCCCC)OCCCCC